2-(6-(9,9-dimethyl-9H-xanthen-3-yl)dibenzo[b,d]furan-3-yl)-4,4,5,5-tetramethyl-1,3,2-dioxaborolane CC1(C2=CC=CC=C2OC=2C=C(C=CC12)C1=CC=CC=2C3=C(OC21)C=C(C=C3)B3OC(C(O3)(C)C)(C)C)C